F[C@@H]1C[C@]2(CC(CN2C1)=C)C(=O)OC methyl (2R,7aR)-2-fluoro-6-methylidene-tetrahydro-1H-pyrrolizine-7a-carboxylate